Oxo-rhenium(V) O=[Re+3]